[C@H](C)(CC)OC1=CC=2N(C=C1C(=O)O)C=C(N2)C21COC(C2)(C1)C (S)-7-(sec-Butoxy)-2-(1-methyl-2-oxabicyclo[2.1.1]hex-4-yl)imidazo[1,2-a]pyridine-6-carboxylic acid